N-cyclopropyl-2-(difluoromethoxy)-6-methoxy-4-[7-(oxazol-4-ylmethoxy)imidazo[1,2-a]pyridin-3-yl]benzamide C1(CC1)NC(C1=C(C=C(C=C1OC)C1=CN=C2N1C=CC(=C2)OCC=2N=COC2)OC(F)F)=O